C(CCCC)[Sn](N(C)C)(N(C)C)N(C)C n-pentyl-tris(dimethylamino)tin